(4-(3-(2-(methylsulfonyl)ethoxy)oxetan-3-yl)phenyl)(4-(4-(trifluoromethyl)phenoxy)piperidin-1-yl)methanone CS(=O)(=O)CCOC1(COC1)C1=CC=C(C=C1)C(=O)N1CCC(CC1)OC1=CC=C(C=C1)C(F)(F)F